[4-(3-hydroxyphenyl)-1-methyl-1H-pyrrol-2-yl](3,4,5-trimethoxyphenyl)methanone OC=1C=C(C=CC1)C=1C=C(N(C1)C)C(=O)C1=CC(=C(C(=C1)OC)OC)OC